(4R,5S,7R,8R,9S,10R)-4-((5-chloro-2-hydroxybenzyl)amino)-7-(hydroxymethyl)-9-(4-(3,4,5-trifluorophenyl)-1H-1,2,3-triazol-1-yl)-1,6-dioxaspiro[4.5]decane-8,10-diol ClC=1C=CC(=C(CN[C@@H]2CCO[C@]23O[C@@H]([C@@H]([C@@H]([C@H]3O)N3N=NC(=C3)C3=CC(=C(C(=C3)F)F)F)O)CO)C1)O